CN(C(=O)N(C)C1=CC=CC=C1)C1=CC=CC=C1 N,N'-dimethyl-diphenyl-urea